2,6-bis(methoxymethyl)cresol COCC1(CC=CC(=C1O)COC)C